OC1C(COCC1)CNS(=O)(=O)C1=CC=C(C=C1)C N-[(4-hydroxyoxan-3-yl)methyl]-4-methylbenzenesulfonamide